ClC1=CC(=C2C(=N1)N(C=N2)[C@H]2[C@@H]([C@@H]([C@@H]1C[C@H]21)O)O)NCC(F)(F)F (1R,2R,3S,4R,5S)-4-(5-chloro-7-((2,2,2-trifluoroethyl)amino)-3H-imidazo[4,5-b]pyridin-3-yl)bicyclo[3.1.0]hexane-2,3-diol